CC(CC(=C)C1=CC=CC=C1)(C)C1=CC=CC=C1 1,1'-(1,1-dimethyl-3-methylen-1,3-propanediyl)bisbenzol